3-(3-Aminophenyl)-5-(phenylamino)pyridin-2(1H)-one NC=1C=C(C=CC1)C=1C(NC=C(C1)NC1=CC=CC=C1)=O